N2-[1-[1-(difluoromethyl)pyrazol-3-yl]-1-methyl-ethyl]-6-(1H-indazol-6-yl)-1,3,5-triazine-2,4-diamine FC(N1N=C(C=C1)C(C)(C)NC1=NC(=NC(=N1)N)C1=CC=C2C=NNC2=C1)F